4-(3-benzyloxy-2,6-dimethyl-phenyl)-1-ethyl-3-imidazol-1-yl-pyrrolo[2,3-b]pyridine-6-carboxamide C(C1=CC=CC=C1)OC=1C(=C(C(=CC1)C)C1=C2C(=NC(=C1)C(=O)N)N(C=C2N2C=NC=C2)CC)C